CCCCCCCC/C=C\CCCCCCCC(=O)O[C@H](CC(=O)[O-])C[N+](C)(C)C oleoyl-L-carnitine